ClC=1C(=NC(=NC1)NC=1C(=NC(=CC1)N1C[C@@H](N([C@@H](C1)C)C)C)OC)NC=1C(=C2N=CC=NC2=CC1)NS(=O)(=O)C N-(6-((5-chloro-2-((2-methoxy-6-((3S,5R)-3,4,5-trimethylpiperazin-1-yl)pyridine-3-yl)amino)pyrimidin-4-yl)amino)quinoxalin-5-yl)methanesulfonamide